3-((4-chloro-3-(fluoromethoxy)benzyl)amino)-1H-pyrrole-2-carboxylic acid ethyl ester C(C)OC(=O)C=1NC=CC1NCC1=CC(=C(C=C1)Cl)OCF